ClC=1C=C(C=CC1F)N1C(N=C2C(C1=O)=CC=CN2CC=2C=NC(=CC2)Cl)=S 3-(3-chloro-4-fluorophenyl)-8-((6-chloropyridin-3-yl)methyl)-2-thioxo-2,8-dihydropyrido[2,3-d]pyrimidin-4(3H)-one